NC=1C(=NC(=CN1)Br)N1N=CC(=C1)C(=O)O 1-(3-Amino-6-bromopyrazin-2-yl)pyrazole-4-carboxylic acid